N-[4-[(3R,4R)-3-amino-4-methyl-pyrrolidin-1-yl]-2-tert-butyl-indazol-5-yl]-1-(2,6-difluorophenyl)-6-oxo-pyridazine-3-carboxamide N[C@H]1CN(C[C@H]1C)C=1C2=CN(N=C2C=CC1NC(=O)C1=NN(C(C=C1)=O)C1=C(C=CC=C1F)F)C(C)(C)C